N-[3-[2-(difluoromethoxy)-5-isopropylsulfanyl-phenyl]-1-[2-oxo-2-(4-tetrahydrothiopyran-4-ylpiperazin-1-yl)ethyl]pyrazol-4-yl]pyrazolo[1,5-a]pyrimidine-3-carboxamide FC(OC1=C(C=C(C=C1)SC(C)C)C1=NN(C=C1NC(=O)C=1C=NN2C1N=CC=C2)CC(N2CCN(CC2)C2CCSCC2)=O)F